C(CC)(=O)O racemic-propionic acid